[(3R)-1-(2-hydroxyethyl)-5-oxo-pyrrolidin-3-yl]4-[3-[2-(1-methoxycarbonylazetidin-3-yl)oxy-3-pyridyl]pyrazolo[1,5-a]pyrimidin-5-yl]piperazine-1-carboxylate OCCN1C[C@@H](CC1=O)OC(=O)N1CCN(CC1)C1=NC=2N(C=C1)N=CC2C=2C(=NC=CC2)OC2CN(C2)C(=O)OC